8-amino-3-(benzyloxy)6H-benzo[c]chromen-6-one NC=1C=CC2=C(C(OC3=CC(=CC=C23)OCC2=CC=CC=C2)=O)C1